2-(((S)-2-((2,2'-dichloro-3'-(5-(((R)-3-hydroxypyrrolidin-1-yl)methyl)picolinamido)-[1,1'-biphenyl]-3-yl)carbamoyl)-4,5,6,7-tetrahydropyrazolo[1,5-a]pyridin-4-yl)amino)acetic acid ClC1=C(C=CC=C1NC(=O)C1=NN2C([C@H](CCC2)NCC(=O)O)=C1)C1=C(C(=CC=C1)NC(C1=NC=C(C=C1)CN1C[C@@H](CC1)O)=O)Cl